β-butoxy nicotinate C(C1=CN=CC=C1)(=O)OOC(C)CC